4-[4-(ethylamino)-1-piperidyl]-6-fluoro-N-(8-fluoro-2-methyl-imidazo-[1,2-a]pyridin-6-yl)-1H-indazole-7-carboxamide C(C)NC1CCN(CC1)C1=C2C=NNC2=C(C(=C1)F)C(=O)NC=1C=C(C=2N(C1)C=C(N2)C)F